2,4-bis(3-cyclopropyl)-6-(2-methoxypropyl)phenol C1CC1C1=C(C(=CC(=C1)C1CC1)CC(C)OC)O